3-amino-7-bromo-6-chloro-4-[7-chloro-2-(oxan-2-yl)indazol-4-yl]-1H-quinolin-2-one NC=1C(NC2=CC(=C(C=C2C1C=1C2=CN(N=C2C(=CC1)Cl)C1OCCCC1)Cl)Br)=O